S(=O)(=O)([O-])[O-].[Mn+2] Manganese sulfate salt